N-(4-ethylphenyl)phthalimide C(C)C1=CC=C(C=C1)N1C(C=2C(C1=O)=CC=CC2)=O